ClC=1C=C(C=C(C1)Cl)C=1SC(=CC1)[N+](=O)[O-] 2-(3,5-dichlorophenyl)-5-nitrothiophene